N=1C=NN2C1C=CC=C2CCC[C@H]2C[C@@H]1N(CCN(C1)C1=NC=C(C=C1)Cl)C2=O (7S,8aS)-7-(3-([1,2,4]triazolo[1,5-a]pyridin-5-yl)propyl)-2-(5-chloropyridin-2-yl)hexahydropyrrolo[1,2-a]pyrazin-6(2H)-one